2,2-dimethyl-N-[(1R,3S)-3-{[2-(trifluoromethyl)quinolin-4-yl]amino}cyclohexyl]propanamide CC(C(=O)N[C@H]1C[C@H](CCC1)NC1=CC(=NC2=CC=CC=C12)C(F)(F)F)(C)C